C=C1C(C=CC=C1)O 2-methylene-phenol